methyl (1r,4r)-4-aminocyclohexanecarboxylate hydrochloride Cl.NC1CCC(CC1)C(=O)OC